FC1=CC=C(C=C1)NC(=O)C1(CC1)C(=O)NC1=CC=C(C=C1)OC1=CC=NC2=CC(=CC=C12)C1=CN(C(C=C1)=O)C 1-N'-(4-fluorophenyl)-1-N-[4-[7-(1-methyl-6-oxopyridin-3-yl)quinolin-4-yl]oxyphenyl]cyclopropane-1,1-dicarboxamide